2-(4-phenoxyphenyl)-3-phenyl-1-propene O(C1=CC=CC=C1)C1=CC=C(C=C1)C(=C)CC1=CC=CC=C1